N-(3-(Benzo[d]thiazol-2-yl)-4,5,6,7-tetrahydrothieno[2,3-c]pyridin-2-yl)-4-(isopropylamino)-2-oxobutanamide S1C(=NC2=C1C=CC=C2)C2=C(SC=1CNCCC12)NC(C(CCNC(C)C)=O)=O